O1CCC(CC1)CNC(=S)NC(OC(C)(C)C)=O tert-Butyl N-(tetrahydropyran-4-ylmethylcarbamothioyl)carbamate